m-di(2-hydroxyethoxy)benzene OCCOC1=CC(=CC=C1)OCCO